N1-(5-decylbenzo[d]oxazol-2-yl)butane-1,4-diamine carbamate hydrochloride Cl.C(N)(O)=O.C(CCCCCCCCC)C=1C=CC2=C(N=C(O2)NCCCCN)C1